OC1=CC(=CC=C1C1C(CCC(=C1)C)C(=C)C)CCCCC 6-hydroxy-5'-methyl-4-pentyl-2'-(prop-1-en-2-yl)-1',2',3',4'-tetrahydro-[1,1'-biphenyl]